S1C=C(C=C1)C1=CC=C(CNC(CC)=O)C=C1 N-(4-(thiophen-3-yl)benzyl)propanamide